butyl 2-(5-bromo-7H-pyrrolo[2,3-d]pyrimidin-7-yl)acetate BrC1=CN(C=2N=CN=CC21)CC(=O)OCCCC